Br[SiH]1C[Si](CCC1)(CCCC)CCCC 1-bromo-3,3-dibutyl-1,3-disilacyclohexane